ClC(C1=NC(=NO1)C1=CC(=C(C=C1)P(NC1=C(C=CC=C1)F)(=O)C)F)(F)F P-(4-(5-(chlorodifluoromethyl)-1,2,4-oxadiazol-3-yl)-2-fluorophenyl)-N-(2-fluorophenyl)-P-methylphosphinic amide